O=C1NC(CCC1N1C(C2=CC=C(C=C2C1=O)NCCN1CCN(CC1)C1=NC(=CC=C1)C1=CN=C2N1N=C(C=C2)N2[C@H](CCC2)C2=CC(=CC=C2)F)=O)=O 2-(2,6-Dioxopiperidin-3-yl)-5-((2-(4-(6-(6-((R)-2-(3-fluorophenyl)pyrrolidin-1-yl)imidazo[1,2-b]pyridazin-3-yl)pyridin-2-yl)piperazin-1-yl)ethyl)amino)isoindoline-1,3-dione